tert-butyl (1r,5s,6r)-6-(5-((5-methyl-4-oxopyrido[2,3-d]pyrimidin-3(4H)-yl) methyl)-1,2,4-oxadiazol-3-yl)-3-azabicyclo[3.1.0]hexane-3-carboxylate CC1=CC=NC=2N=CN(C(C21)=O)CC2=NC(=NO2)C2[C@H]1CN(C[C@@H]21)C(=O)OC(C)(C)C